The molecule is an omega-hydroxy-long-chain fatty acid that is tridecanoic acid in which one of the hydrogens of the terminal methyl group is replaced by a hydroxy group. It is a straight-chain saturated fatty acid and an omega-hydroxy-long-chain fatty acid. It derives from a tridecanoic acid. C(CCCCCCO)CCCCCC(=O)O